CC1=NOC(=C1C1=CC=C(C=C1)C1N(C(OC1)=O)C(=O)[O-])C 4-(4-(3,5-dimethylisoxazol-4-yl)phenyl)-2-oxooxazolidine-3-carboxylate